OC1=C(OC2=C(C1=O)C(=CC(=C2)O)O)C2=C(C=CC(=C2)OC)NCCCN2C=NC=C2C 3,5,7-trihydroxy-2-(5-methoxy-2-((3-(5-methyl-1H-imidazol-1-yl)propyl)amino)phenyl)-4H-benzopyran-4-one